P(O)(=O)(OP(=O)(O)OP(=O)(O)O)OC[C@@H]1[C@H]([C@H]([C@@](O1)(N1C(=O)NC(=O)C=C1)C(F)(F)F)O)O trifluoromethyl-uridine triphosphate